1-((2R,4S,5R)-5-allyl-4-((tert-butyl-dimethylsilyl)oxy)-5-(((tert-butyldimethylsilyl)oxy)methyl)tetrahydrofuran-2-yl)pyrimidine-2,4(1H,3H)-dione C(C=C)[C@]1([C@H](C[C@@H](O1)N1C(NC(C=C1)=O)=O)O[Si](C)(C)C(C)(C)C)CO[Si](C)(C)C(C)(C)C